ethyl (7S)-2-[4-(2-methoxyphenoxy)phenyl]-7-[4-(2-nitrobenzene-1-sulfonyl)piperazin-1-yl]-4,5,6,7-tetrahydro-2H-pyrazolo[4,3-b]pyridine-3-carboxylate COC1=C(OC2=CC=C(C=C2)N2N=C3C(NCC[C@@H]3N3CCN(CC3)S(=O)(=O)C3=C(C=CC=C3)[N+](=O)[O-])=C2C(=O)OCC)C=CC=C1